O=C1C=CNC2=CC=CC=C12 4-oxo-1H-quinolin